C(=O)C=1C=CC(=NC1)C(=O)NC1=C(C(=CC=C1)B1OC(C(O1)(C)C)(C)C)C 5-formyl-N-(2-methyl-3-(4,4,5,5-tetramethyl-1,3,2-dioxaborolan-2-yl)phenyl)picolinamide